4-Cyclohexyl-4-methylpentan-2-one C1(CCCCC1)C(CC(C)=O)(C)C